C(C=C)(=O)N1CCN(CC1)C1=NC(N2C3=C(C(=C(C=C13)C(F)(F)F)C1=CC=C(C3=C1N=C(S3)N)F)SCC3(CCC3)C2)=O (S)-8-(4-acryloylpiperazin-1-yl)-11-(2-amino-7-fluorobenzo[d]thiazol-4-yl)-10-(trifluoromethyl)-2H-spiro[[1,4]thiazepino[2,3,4-ij]quinazoline-3,1'-cyclobutan]-6(4H)-one